2-(2-(((5-chloro-2-(1H-tetrazol-1-yl) phenyl) amino)-2-oxoacetylamino)-3-(4-(3-(ethylsulfonyl) ureido) phenyl) propionamido)-1H-indole-1,2-dicarboxylate ClC=1C=CC(=C(C1)NN(C(C(=O)NC1(N(C2=CC=CC=C2C1)C(=O)[O-])C(=O)[O-])CC1=CC=C(C=C1)NC(=O)NS(=O)(=O)CC)C(C=O)=O)N1N=NN=C1